1-(4-(2-(4-chloro-3-fluoro-phenyl)propan-2-yl)thiazol-2-yl)-3-(4-(piperazin-1-yl)-benzyl)urea ClC1=C(C=C(C=C1)C(C)(C)C=1N=C(SC1)NC(=O)NCC1=CC=C(C=C1)N1CCNCC1)F